7-bromo-3-ethyl-8-methoxy-3-methyl-5-phenyl-2,3,4,5-tetrahydro-1,5-benzothiazepine 1,1-dioxide BrC=1C(=CC2=C(N(CC(CS2(=O)=O)(C)CC)C2=CC=CC=C2)C1)OC